4-[4-(2-amino-2-methylpropyl)phenyl]-3-(2-methyl-6-morpholin-4-ylpyrimidin-4-yl)oxybenzonitrile NC(CC1=CC=C(C=C1)C1=C(C=C(C#N)C=C1)OC1=NC(=NC(=C1)N1CCOCC1)C)(C)C